C(C)(=O)C1=CN(C2=CC(=CC=C12)S(=O)(=O)NC1(CC1)C)C=1SC(=NN1)C 3-acetyl-N-(1-methylcyclopropyl)-1-(5-methyl-1,3,4-thiadiazol-2-yl)indole-6-sulfonamide